dibutyl phosphate dodecylamine salt C(CCCCCCCCCCC)N.P(=O)(OCCCC)(OCCCC)O